FC(CCN1CC(C(CC1)CC1=C2C=CNC2=C(C=C1C)C)C=1C=NN(C1)C)F 4-((1-(3,3-difluoropropyl)-3-(1-methyl-1H-pyrazol-4-yl)piperidin-4-yl)methyl)-5,7-dimethyl-1H-indole